BrC1=CC=C(C=C1)N1CCN(CC1)C=1C=CC2=C(NC(=N2)CC(C)(C)C)C1 6-(4-(4-bromophenyl)piperazin-1-yl)-2-neopentyl-1H-benzo[d]imidazole